C(C)(C)(C)C1=C(C(=CC=C1)C(C)(C)C)C(O)(C(CO)(CO)CO)C1=C(C=CC=C1)C(C)(C)C (2,6-di-t-butylphenyl)2-t-butylphenyl-pentaerythritol